CC1=CC=CC(=N1)S(=O)(=O)C1=CC=C(C=C1)CN1C=C2C(C=C1)=CCO2 N-{[4-(6-methylpyridine-2-sulfonyl)phenyl]methyl}furo[2,3-c]pyridine